C1=C(C=CC2=CC=CC=C12)C1=C(C=CC=C1)NC1=CC=C(C=C1)C1=CC2=CC=CC=C2C=C1 (naphthalen-2-yl)-N-[4-(naphthalen-2-yl)phenyl]benzenamine